ClC1=C(C=CC(=C1)Cl)C(CC1NCC2C1CC(C2)(O)C2=CC(=CC=C2)OC)O [2-(2,4-dichlorophenyl)-2-hydroxyethyl]-5-(3-methoxyphenyl)-octahydrocyclopenta[c]pyrrol-5-ol